[Cr].C1(=CC=CC=C1)C(C)C.C1(=CC=CC=C1)C(C)C bis(cumene) chromium